C(C)(C)(C)C1=CC2=C(C3=CC=CC=C3C(=C2C=C1)OC(=O)CCCCCC)OC(=O)CCCCCC 2-(t-butyl)-9,10-bis(n-hexylcarbonyloxy)anthracene